FC=1C(=C(N)C=CC1)C(=C)C1=C(C=CC=C1)F 3-fluoro-2-(1-(2-fluorophenyl)vinyl)aniline